3-chloro-2-hydrazino-pyridine ClC=1C(=NC=CC1)NN